tert-butyl (3-(difluoro(3-(4,4,5,5-tetramethyl-1,3,2-dioxaborolan-2-yl)-5-(trifluoromethyl)phenyl) methyl)-5-(4,4,5,5-tetramethyl-1,3,2-dioxaborolan-2-yl)benzoyl)glycinate FC(C=1C=C(C(=O)NCC(=O)OC(C)(C)C)C=C(C1)B1OC(C(O1)(C)C)(C)C)(C1=CC(=CC(=C1)C(F)(F)F)B1OC(C(O1)(C)C)(C)C)F